N-[(2-amino-3-fluoroquinolin-7-yl)methyl]-N-(4-fluoro-2-methanesulfonylphenyl)pyridine-3-carboxamide NC1=NC2=CC(=CC=C2C=C1F)CN(C(=O)C=1C=NC=CC1)C1=C(C=C(C=C1)F)S(=O)(=O)C